C(C)(=O)N(CCCCCNC(CCC(=O)N(O)CCCCCNC(CCC(=O)N(O)CCCCCN)=O)=O)O N'-{5-[acetyl(hydroxy)amino]pentyl}-N-[5-({4-[(5-aminopentyl)(hydroxy)amino]-4-oxobutyryl}amino)pentyl]-N-hydroxysuccinamide